C(C)(C)(C)N1[C@@H](CCC1)C1=C(C=CC=C1)C1=CC(OCC1)(C)C tert-butyl-(2S)-2-[2-(2,2-dimethyl-5,6-dihydropyran-4-yl)phenyl]pyrrolidine